(5aR,5bS,7aS,8S,10aS,10bR)-5a,7a-dimethyl-2-(piperidin-1-ylamino)-5,5a,5b,6,7,7a,8,9,10,10a,10b,11-dodecahydro-4H-cyclopenta[7,8]phenanthro[2,1-d]thiazol-8-yl butyrate C(CCC)(=O)O[C@H]1CC[C@@H]2[C@@]1(CC[C@@H]1[C@]3(CCC=4N=C(SC4C3=CC[C@@H]21)NN2CCCCC2)C)C